2-(cyclopenten-1-yl)-N-(8-methoxy-4-methyl-2-oxo-1H-quinolin-6-yl)-5,7-dihydrofuro[3,4-b]pyridine-3-carboxamide C1(=CCCC1)C1=C(C=C2C(=N1)COC2)C(=O)NC=2C=C1C(=CC(NC1=C(C2)OC)=O)C